6-propyloxymethoxy-1,3-dimethylhexylmagnesium chloride C(CC)OCOCCCC(CC(C)[Mg]Cl)C